(S)-1-(9-(difluoromethoxy)-5-methyl-5,6-dihydroimidazo[1,5-a]pyrazolo[5,1-c]pyrazin-3-yl)ethan-1-one FC(OC1=NN2C(C=3N([C@H](C2)C)C(=NC3)C(C)=O)=C1)F